ClC1=C(C=NC(=C1)C(NC1=CC=NN1C)=O)COC1=CC=CC(=N1)C1=CC(=C(CC2=NC3=C(N2C[C@H]2OCC2)C=C(C=C3)C(=O)O)C=C1F)F (S)-2-(4-(6-((4-chloro-6-((1-methyl-1H-pyrazol-5-yl)carbamoyl)pyridin-3-yl)methoxy)pyridin-2-yl)-2,5-difluorobenzyl)-1-(oxetan-2-ylmethyl)-1H-benzo[d]imidazole-6-carboxylic acid